FC=1C=C(C=C(C1)F)NC(=O)NN=C(C)C1=NC=CC=C1C(=O)O 2-[1-[[[(3,5-difluorophenyl)amino]carbonyl]hydrazono]ethyl]-3-pyridinecarboxylic acid